CC=1C=C(C=CC1O[C@H]1COCCC1)NC=1C2=C(N=CN1)C=NC(=C2)N2CCN(CC2)C(C=C)=O 1-{4-[4-({3-methyl-4-[(3R)-oxan-3-yloxy]phenyl}amino)pyrido[3,4-d]pyrimidin-6-yl]piperazin-1-yl}prop-2-en-1-one